(trans)-ethyl 4-(2-bromophenyl)-6-(4-(methoxycarbonyl)cyclohexyl)-2-(thiazol-2-yl)-1,4-dihydropyrimidine-5-carboxylate BrC1=C(C=CC=C1)C1N=C(NC(=C1C(=O)OCC)[C@@H]1CC[C@H](CC1)C(=O)OC)C=1SC=CN1